C(=O)O.C(=O)O.C=CC=C butadiene diformate